5-[5-({cis-3-[3-methyl-4-(trifluoromethoxy)phenyl]cyclobutyl}oxy)pyrazin-2-yl]isoxazol-3-ol CC=1C=C(C=CC1OC(F)(F)F)[C@H]1C[C@H](C1)OC=1N=CC(=NC1)C1=CC(=NO1)O